O=C1NC(CCC1C1=CC(=C(C=C1)N1CCC2(CC(C2)N2CCC(CC2)NC(C2=CC(=CC=C2)OC)=O)CC1)F)=O N-(1-(7-(4-(2,6-dioxopiperidin-3-yl)-2-fluorophenyl)-7-azaspiro[3.5]non-2-yl)piperidin-4-yl)-3-methoxybenzamide